(4-amino-1,3-dihydrofuro[3,4-c][1,7]naphthyridin-8-yl)((3R,5S)-3-methyl-5-(4-(trifluoromethoxy)phenyl)-4-morpholinyl)methanone NC1=NC=2C=NC(=CC2C2=C1COC2)C(=O)N2[C@@H](COC[C@@H]2C2=CC=C(C=C2)OC(F)(F)F)C